(5-amino-2-fluorophenyl)-N2-(1-methyl-1H-pyrazol-4-yl)-5-(oxacyclopent-3-yl)pyrimidine-2,4-diamine NC=1C=CC(=C(C1)C1=C(C(=NC(=N1)NC=1C=NN(C1)C)N)C1COCC1)F